(3E)-13,13-dioctyloxy-3-tridecen-1-ol C(CCCCCCC)OC(CCCCCCCC/C=C/CCO)OCCCCCCCC